FC=1C(=CC2=C(C(NC=3CNC[C@H](C23)N(C(=O)C=2NC3=CC=CC(=C3C2)F)C)=O)C1)F (S)-N-(8,9-difluoro-6-oxo-1,2,3,4,5,6-hexahydrobenzo[c][1,7]naphthyridin-1-yl)-4-fluoro-N-methyl-1H-indole-2-carboxamide